6-Chloro-4-(2,6-dihydroxy-4-propylphenyl)-1-ethyl-7-fluoroindolin-2-one ClC1=CC(=C2CC(N(C2=C1F)CC)=O)C1=C(C=C(C=C1O)CCC)O